O1C[C@H]([C@H](C1)C(=O)O)C(=O)O cis-tetrahydrofuran-3,4-dicarboxylic acid